N-((3-chlorothiophen-2-yl)methyl)acetamide ClC1=C(SC=C1)CNC(C)=O